O=C([C@@H](CCCCN[C@H]1[C@@H](C1)C1=CC=CC=C1)C1=C(C(=O)N)C=CC=C1)N1CCCCC1 ((S)-1-oxo-6-(((1r,2s)-2-phenylcyclopropyl)amino)-1-(piperidin-1-yl)hex-2-yl)benzamide